ClC1=C(C(=O)NC2=NC=C(C=C2F)C#CC2=CC=CC=C2)C=C(C=C1)OC[C@@H]1OCCOC1 2-chloro-5-[[(2R)-1,4-dioxan-2-yl]methoxy]-N-[3-fluoro-5-(2-phenylethynyl)-2-pyridyl]benzamide